(R)-N-((1R)-1-((2R,3S,5R)-5-azido-3-(benzyloxy)-6-(p-tolylthio)tetrahydro-2H-pyran-2-yl)ethyl)-N-benzyl-2-methylpropane-2-sulfinamide N(=[N+]=[N-])[C@@H]1C[C@@H]([C@H](OC1SC1=CC=C(C=C1)C)[C@@H](C)N([S@](=O)C(C)(C)C)CC1=CC=CC=C1)OCC1=CC=CC=C1